COC1=C(C=CC=C1C1=NN(C=N1)C)NC1=C(N=NC=C1)C(=O)N 4-((2-methoxy-3-(1-methyl-1H-1,2,4-triazole-3-yl)phenyl)amino)pyridazine-3-carboxamide